N[C@H]1COC[C@H](C1)N1C2=CC=CC=C2OC=2C=CC=CC12 (3R,4S,5S)-3-amino-5-(10H-phenoxazin-10-yl)tetrahydro-2H-pyran